(e)-(R)-N1,N1-dimethyl-1-(thien-3-yl)propane-1,3-diamine CN([C@H](CCN)C1=CSC=C1)C